ClC=1C(=C(C=C(C1)CNC)S(=O)(=O)NC=1C=C(C=CC1F)C1=C(OCC(=O)O)C=CC=C1)OC 2-[2-[3-[[3-chloro-2-methoxy-5-(methylaminomethyl)phenyl]sulfonylamino]-4-fluorophenyl]phenoxy]acetic acid